N,N'-Di-(2-hydroxybenzyl)ethylene-diamine OC1=C(CNCCNCC2=C(C=CC=C2)O)C=CC=C1